I.C1(=CC=CC=C1)CCN beta-phenylethylamine hydriodide